tetradecyl-dimethyl-2-phenoxyethylammonium iodide [I-].C(CCCCCCCCCCCCC)[N+](CCOC1=CC=CC=C1)(C)C